C(C1=CC=CC=C1)OC1=C(C(=O)OC)C=C(C(=C1)OCC1=CC=CC=C1)Cl methyl 2,4-bis(benzyloxy)-5-chlorobenzoate